(S)-4-(((9H-fluoren-9-yl)methoxy)carbonyl)morpholine-3-carboxylic acid C1=CC=CC=2C3=CC=CC=C3C(C12)COC(=O)N1[C@@H](COCC1)C(=O)O